4-(2,5-dimethyl-1H-pyrrol-1-yl)-2,6-difluorobenzonitrile CC=1N(C(=CC1)C)C1=CC(=C(C#N)C(=C1)F)F